1-(2-(3-chloro-5-fluorobenzyl)-2,8-diazaspiro[4.5]decane-8-carbonyl)-1H-pyrazole-3-carboxylic acid ClC=1C=C(CN2CC3(CC2)CCN(CC3)C(=O)N3N=C(C=C3)C(=O)O)C=C(C1)F